2-(iodomethylene)-4-p-toluenesulfonyl-3,4-dihydro-2H-benzo[b][1,4]thiazine-1-oxide IC=C1CN(C2=C(S1=O)C=CC=C2)S(=O)(=O)C2=CC=C(C)C=C2